1-(2-chlorophenyl)-2-(3-chlorophenyl)-2-methylpropyl ((S)-3-cyclohexyl-1-(((S)-1-hydroxy-3-((S)-2-oxopyrrolidin-3-yl) propan-2-yl) amino)-1-oxopropan-2-yl)carbamate C1(CCCCC1)C[C@@H](C(=O)N[C@H](CO)C[C@H]1C(NCC1)=O)NC(OC(C(C)(C)C1=CC(=CC=C1)Cl)C1=C(C=CC=C1)Cl)=O